3-bromo-5,6-dimethoxybenzaldehyde BrC=1C=C(C=O)C(=C(C1)OC)OC